4,7,8-Trihydroxy-3-[phenyl-(4,7,8-trihydroxy-2-oxochromen-3-yl)methyl]-2H-chromen-2-one OC1=C(C(OC2=C(C(=CC=C12)O)O)=O)C(C=1C(OC2=C(C(=CC=C2C1O)O)O)=O)C1=CC=CC=C1